(R)-1-(7-((4-Bromo-3-fluorophenyl)sulfonyl)-2,7-diazaspiro[4.4]nonan-2-yl)-2-chloroethan-1-one BrC1=C(C=C(C=C1)S(=O)(=O)N1C[C@]2(CCN(C2)C(CCl)=O)CC1)F